1-iodo-4,5-epoxypentane ICCCC1CO1